COC=1C=C2C(=NC=NC2=CC1OC)NCCCCP(O)(O)=O (4-((6,7-dimethoxyquinazolin-4-yl)amino)butyl)phosphonic acid